4-((4-(tert-butyl)phenyl)amino)cyclohexan-1-ol C(C)(C)(C)C1=CC=C(C=C1)NC1CCC(CC1)O